NC1CN(C1)[C@@H]1CC[C@H](CC1)N1C=C(C2=C1N=CN=C2N)C2=CC=C(C=C2)OC2=CC=CC=C2 7-((trans)-4-(3-aminoazetidin-1-yl)cyclohexyl)-5-(4-phenoxyphenyl)-7H-pyrrolo[2,3-d]pyrimidin-4-amine